N-((R)-1-(3-Amino-5-(1,1-difluoro-2-methoxyethyl)phenyl)ethyl)-7-methoxy-2-methyl-6-(((S)-tetrahydrofuran-3-yl)oxy)quinazolin-4-amine NC=1C=C(C=C(C1)C(COC)(F)F)[C@@H](C)NC1=NC(=NC2=CC(=C(C=C12)O[C@@H]1COCC1)OC)C